2-Amino-9-((2R,3R,4R,5R)-3,4-dihydroxy-5-(hydroxymethyl)tetrahydrofuran-2-yl)-7-(4-hydroxybutyl)-7,9-dihydro-1H-purine-6,8-dion NC=1NC(C=2N(C(N(C2N1)[C@@H]1O[C@@H]([C@@H]([C@H]1O)O)CO)=O)CCCCO)=O